3-(((2-iodo-4-nitrophenyl)thio)methyl)-1-methyl-1H-pyrazole IC1=C(C=CC(=C1)[N+](=O)[O-])SCC1=NN(C=C1)C